methyl 3-(3-(2-(4-isobutoxy-3-isopropyl-6-oxopyridazin-1(6H)-yl)acetamido)bicyclo[1.1.1]pentan-1-yl)-3-oxopropanoate C(C(C)C)OC=1C(=NN(C(C1)=O)CC(=O)NC12CC(C1)(C2)C(CC(=O)OC)=O)C(C)C